1-ethyl-3-(5-((4-(2-fluoro-6-(1H-imidazol-2-yl)pyridin-3-yl)piperidin-1-yl)methyl)isothiazol-3-yl)urea C(C)NC(=O)NC1=NSC(=C1)CN1CCC(CC1)C=1C(=NC(=CC1)C=1NC=CN1)F